ClC1=CC=C(CN2CC(CCC2)C2=CC=NC=3N2N=C(C3)C)C=C1 7-(1-(4-Chlorobenzyl)piperidin-3-yl)-2-methylpyrazolo[1,5-a]pyrimidin